O=C1N(C(CC1)=O)OC(CCCCC(=O)NCCO[C@@H]1[C@@H](O)[C@@H](O[C@@H]2[C@@H](O)[C@@H](O)[C@H](O)[C@H](O2)CO)[C@H](O)[C@H](O1)CO[C@@H]1[C@@H](O)[C@@H](O)[C@H](O)[C@H](O1)CO)=O 6-[(2,5-Dioxopyrrolidin-1-yl)oxy]-N-(2-{[α-D-mannopyranosyl-(1→3)-[α-D-mannopyranosyl-(1→6)]-α-D-mannopyranosyl]oxy}ethyl)-6-oxo-hexanamide